(2S,4R)-1-((R)-2-(6-azidohexanamido)-3,3-dimethylbutanoyl)-4-hydroxy-N-(4-(4-methylthiazol-5-yl)benzyl)pyrrolidine-2-carboxamide N(=[N+]=[N-])CCCCCC(=O)N[C@@H](C(=O)N1[C@@H](C[C@H](C1)O)C(=O)NCC1=CC=C(C=C1)C1=C(N=CS1)C)C(C)(C)C